FC=1C(N(C=2C=CC(=NC2C1N1[C@H](CN([C@@H](C1)C)C(C1=CC=C(C=C1)F)C1=C(C=CC=C1)F)C)C#N)C)=O 7-fluoro-8-((2s,5r)-4-((2-fluorophenyl)(4-fluorophenyl)methyl)-2,5-dimethylpiperazin-1-yl)-5-methyl-6-oxo-5,6-dihydro-1,5-naphthyridine-2-carbonitrile